phenpropyl sulfone C(CCC1=CC=CC=C1)S(=O)(=O)CCCC1=CC=CC=C1